9,9'-(5-chloro-1,3-phenylene)bis(9H-carbazole) ClC=1C=C(C=C(C1)N1C2=CC=CC=C2C=2C=CC=CC12)N1C2=CC=CC=C2C=2C=CC=CC12